C1(CCCCC1)OC(=O)NC=1C=C(C=NC1C)C1=CC2=C(N=C(S2)NCCN2CCN(CC2)C(=O)OC(C)(C)C)C=C1 tert-butyl 4-(2-((6-(5-(((cyclohexyloxy)carbonyl)amino)-6-methylpyridin-3-yl)benzo[d]thiazol-2-yl)amino)ethyl)piperazine-1-carboxylate